3-(5-formyl-3-thienyl)-3-[4-(7H-pyrrolo[2,3-d]pyrimidin-4-yl)-1H-pyrazol-1-yl]propanenitrile trifluoroacetate FC(C(=O)O)(F)F.C(=O)C1=CC(=CS1)C(CC#N)N1N=CC(=C1)C=1C2=C(N=CN1)NC=C2